FC1(CCC(CC1)(N1CCN(CC1)CCCCO)C1=CC=C(C=C1)[C@H](C)NC=1N=CC2=C(N1)N(C(C=C2)=O)C(C)C)F 2-{[(1S)-1-(4-{4,4-difluoro-1-[4-(4-hydroxybutyl)piperazin-1-yl]cyclohexyl}phenyl)ethyl]amino}-8-(propan-2-yl)pyrido[2,3-d]pyrimidin-7(8H)-on